(P)-1-(6-(4-(5-chloro-1-methyl-1H-indazol-7-yl)-3,7,7-trimethyl-7,8-dihydro-5H-pyrano[4,3-b]pyridin-2-yl)-2,6-diazaspiro[3.4]octan-2-yl)-2-propen-1-one ClC=1C=C2C=NN(C2=C(C1)C1=C2C(=NC(=C1C)N1CC3(CN(C3)C(C=C)=O)CC1)CC(OC2)(C)C)C